2-(3-{[(1r,3s,5s)-1,5-dimethyl-8-azabicyclo[3.2.1]oct-3-yl](methyl)amino}-1,2,4-triazin-6-yl)-5-(1-methyl-1H-pyrazol-4-yl)phenol bistrifluoroacetate FC(C(=O)O)(F)F.FC(C(=O)O)(F)F.C[C@]12CC(C[C@](CC1)(N2)C)N(C=2N=NC(=CN2)C2=C(C=C(C=C2)C=2C=NN(C2)C)O)C